CC1(O[C@H](CNC1)CNS(=O)(=O)C)C N-[[(2R)-6,6-dimethylmorpholin-2-yl]methyl]methanesulfonamide